N[C@@H](CCC(=O)[O-])C(=O)[O-].C(C)[N+](CC)(CC)CC.C(C)[N+](CC)(CC)CC tetraethyl-ammonium glutamate